CC1(OB(OC1(C)C)C=1C=C(C(=NC1)N)C(F)(F)F)C 5-(4,4,5,5-tetramethyl-1,3,2-dioxaborolan-2-yl)-3-(trifluoromethyl)pyridin-2-amine